C(C1=CC=CC=C1)OC[C@@H]1CNC[C@@H](O1)C (2s,6s)-2-((benzyloxy)methyl)-6-methylmorpholine